N(N)C1CCC(CC1)C(=O)OCC 2-Ethyl 4-hydrazinocyclohexanecarboxylate